Cl.CC1=CC=C(N=N1)[C@@H](C)N (1R)-1-(6-methylpyridazin-3-yl)ethylamine hydrochloride